r-Biphenyl C1(=CC=CC=C1)C1=CC=CC=C1